tert-Butyl (2-(2-(3-(2-oxo-6-(4,4,5,5-tetramethyl-1,3,2-dioxaborolan-2-yl)-2,3-dihydro-1H-benzo[d]imidazol-1-yl)phenoxy)ethoxy)ethyl)carbamate O=C1NC2=C(N1C=1C=C(OCCOCCNC(OC(C)(C)C)=O)C=CC1)C=C(C=C2)B2OC(C(O2)(C)C)(C)C